ClC=1C=CC(=NC1C(F)F)NC(C=1NC(=C(N1)S(=O)(=O)C)C)C1=CC(=C(C=C1)F)Cl 5-chloro-N-((3-chloro-4-fluorophenyl)(5-methyl-4-(methylsulfonyl)-1H-imidazol-2-yl)methyl)-6-(difluoromethyl)pyridin-2-amine